C(CCCCC)C=1C=C2C(C(=CC(C(O2)(C)C)C)C2=CC=CC=C2)=C(C1)O 8-Hexyl-2,2,3-trimethyl-5-phenyl-3H-1-benzoxepin-6-ol